C(CCC)NN(NCCCC)CC N,N-dibutylaminoethylamine